2-((4-Fluoro-2-methylphenyl)amino)-N-(4-methyl-6-oxo-1,6-dihydropyridazin-3-yl)-4-(trifluoromethyl)benzamide FC1=CC(=C(C=C1)NC1=C(C(=O)NC2=NNC(C=C2C)=O)C=CC(=C1)C(F)(F)F)C